NC1=NC(=CC(=N1)C1=CC(N(C=C1)CC1=CC=CC=C1)=O)C1=CC(=CC=C1)OC 4-(2-amino-6-(3-methoxyphenyl)pyrimidin-4-yl)-1-benzylpyridin-2(1H)-one